C(C)C(C(=O)[O-])CCCC.C(C)C(C(=O)[O-])CCCC.C(CCC)[Sn+2]CCCC dibutyltin di(2-ethyl hexanoate)